FC=1C=CC=2C3=C(C=NC2C1)N(C(C31CN(C1)C1=CC=C(C=C1)OC(F)(F)F)=O)C 7'-Fluoro-3'-methyl-2'-oxo-1-(4-(trifluoromethoxy)phenyl)-2',3'-dihydrospiro[azetidine-3,1'-pyrrolo[2,3-c]quinolin]